N-[[3-[(dimethylamino)methyl]oxolan-3-yl]methyl]-4,5,6,7,8,9-hexahydrocycloocta[b]thiophene-2-carboxamide CN(C)CC1(COCC1)CNC(=O)C1=CC2=C(S1)CCCCCC2